(E)-3-[3-[(5-Fluoro-2-nitrophenoxy)methyl]-4-methoxyphenyl]-1-(4-hydroxyphenyl)prop-2-en-1-one FC=1C=CC(=C(OCC=2C=C(C=CC2OC)/C=C/C(=O)C2=CC=C(C=C2)O)C1)[N+](=O)[O-]